OC=1C=CN(C1)C(=O)[O-] 4-hydroxypyrrole-1-carboxylate